6-benzyl-3-chloro-1-[(cyanomethyl)amino]-5-methyl-7,8-dihydro-5H-2,6-naphthyridine-4-carbonitrile C(C1=CC=CC=C1)N1C(C=2C(=C(N=C(C2CC1)NCC#N)Cl)C#N)C